OCC(C(C(C(CO)O)O)O)=O D-1,3,4,5,6-pentahydroxyhexanone